BrC=1C=CC(=NC1)N1[C@@H]2CN([C@H](C1)C2)CC(=O)O 2-((1S,4S)-5-(5-bromopyridin-2-yl)-2,5-diazabicyclo[2.2.1]hept-2-yl)acetic acid